C(C)(=O)OC1=C(C=C(C(=C1)OC)C(\C=C\C1=CC=CC=C1)SCCOC(C)=O)OC(C)=O (E)-4-(1-((2-acetoxyethyl)thio)-3-phenylallyl)-5-methoxy-1,2-phenylene diacetate